2-Bromobutyric acid ethyl ester C(C)OC(C(CC)Br)=O